(S)-4-(6-cyclopropyl-7-(2-fluoro-5-(methoxycarbonyl)phenyl)-1-(2-isopropyl-4-methylpyridine-3-yl)-2-oxo-1,2-dihydropyrido[2,3-d]pyrimidin-4-yl)-3-methylpiperazine-1-carboxylate C1(CC1)C1=CC2=C(N(C(N=C2N2[C@H](CN(CC2)C(=O)[O-])C)=O)C=2C(=NC=CC2C)C(C)C)N=C1C1=C(C=CC(=C1)C(=O)OC)F